BrC=1C=C2C(=NC(N(C2=CC1C(F)(F)F)C1=CC=CC=C1)=O)NCC1CC1 6-bromo-4-((cyclopropylmethyl)amino)-1-phenyl-7-(trifluoromethyl)quinazolin-2(1H)-one